dimethyl butenedicarboxylate C(=CCC)(C(=O)OC)C(=O)OC